OCC1CCC(CC1)N1N=C2C=C(C(=CC2=C1)NC(=O)C1=NC(=CC=C1)C(F)(F)F)C(=O)O 2-[4-(hydroxymethyl)cyclohexyl]-5-[[6-(trifluoromethyl)pyridine-2-carbonyl]amino]indazole-6-carboxylic acid